(R)-diethyl(2-(3-((7-(8-chloronaphthalen-1-yl)-8-fluoro-2-((hexahydro-1H-pyrrolizin-7a-yl)methoxy)pyrido[4,3-d]pyrimidin-4-yl)(methyl)amino)pyrrolidin-1-yl)-2-oxoethyl)phosphonate C(C)OP(OCC)(=O)CC(=O)N1C[C@@H](CC1)N(C)C=1C2=C(N=C(N1)OCC13CCCN3CCC1)C(=C(N=C2)C2=CC=CC1=CC=CC(=C21)Cl)F